C[C@H]1C/C(=C/[C@H]([C@H](OC(=O)[C@H]([C@@H](NC(=O)[C@H](N(C(=O)[C@@H](NC1=O)C)C)CC2=CNC3=CC=CC=C32)C4=CC=C(C=C4)O)OC)C)C)/C The molecule is a chondramide that is chondramide C in which the pro-S hydrogen at position 2 of the beta-tyrosine residue is replaced by a methoxy group. It is produced by strains of the myxobacterium, Chondromyces crocatus. It has a role as a bacterial metabolite and an antineoplastic agent. It is a chondramide, a member of indoles and a member of phenols.